C(C)(=O)C1=NN(C2=CC=C(C=C12)C=1C=NC(=NC1)C)CC(=O)N1C(CC(C1)F)C(=O)NC/C(=C(/C)\C1=CC(=CC=C1)Cl)/F 2-(3-acetyl-5-(2-methylpyrimidin-5-yl)-1H-indazol-1-yl)acetyl-N-((E)-3-(3-chlorophenyl)-2-fluorobut-2-en-1-yl)-4-fluoropyrrolidine-2-carboxamide